COC1=CC(=C(C=C1)I)OC 2,4-dimethoxyiodobenzene